methyl 4,4-dimethyl-2,2-dioxo-oxathiazolidine-3-carboxylate CC1(N(S(OC1)(=O)=O)C(=O)OC)C